1-(2-CHLOROPYRIDIN-4-YL)-N-(3-FLUORO-1-METHYL-1H-INDAZOL-7-YL)-1H-PYRAZOLE-4-SULFONAMIDE ClC1=NC=CC(=C1)N1N=CC(=C1)S(=O)(=O)NC=1C=CC=C2C(=NN(C12)C)F